1-Nonyl-3-ethylpyridinium cyanid [C-]#N.C(CCCCCCCC)[N+]1=CC(=CC=C1)CC